ClC1=CN(C2=NC=C(C=C21)C(=O)NC(COC2=NC=C(C=C2)C#N)(C)C)C 3-chloro-N-(1-((5-cyanopyridin-2-yl)oxy)-2-methylpropan-2-yl)-1-methyl-1H-pyrrolo[2,3-b]pyridine-5-carboxamide